cis-tetradecenoic acid CCCCCCCCCCC/C=C\C(=O)O